tert-Butyl 4-[(8'-methyl-1',5'-dioxo-1',5'-dihydro-2'H-spiro[cyclohexane-1,3'-imidazo[1,5-a]pyridin]-6'-yl)amino]-5,7-dihydro-6H-pyrrolo[3,4-d]pyrimidine-6-carboxylate CC1=C2N(C(C(=C1)NC=1C3=C(N=CN1)CN(C3)C(=O)OC(C)(C)C)=O)C3(NC2=O)CCCCC3